CC(CC=O)C 3-methyl-1-butanal